(R)-benzo[d][1,3]dioxol-5-yl((3aR,4R,6R,6aR)-6-(4-chloro-7H-pyrrolo[2,3-d]pyrimidin-7-yl)-2,2,3a-trimethyltetrahydrofuro[3,4-d][1,3]dioxol-4-yl)methanol O1COC2=C1C=CC(=C2)[C@@H](O)[C@H]2O[C@H]([C@@H]1OC(O[C@@]12C)(C)C)N1C=CC2=C1N=CN=C2Cl